[Ta].[Ni].[W] tungsten nickel tantalum